methyl 5-[3-[4-[3-[tert-butoxycarbonyl(methyl)amino]prop-1-ynyl]-2-fluoro-phenoxy]propyl]-2-(5-trimethylsilylpent-4-ynylamino)thiazole-4-carboxylate C(C)(C)(C)OC(=O)N(CC#CC1=CC(=C(OCCCC2=C(N=C(S2)NCCCC#C[Si](C)(C)C)C(=O)OC)C=C1)F)C